NC1=NN(C=C1C=1C=C2CCNC(C2=CC1)=O)C=1C=C(C=C(C1)CN1CCCC1)NC(C=C)=O N-(3-(3-amino-4-(1-oxo-1,2,3,4-tetrahydroisoquinolin-6-yl)-1H-pyrazol-1-yl)-5-(pyrrolidin-1-ylmethyl)phenyl)acrylamide